C1(CC1)C1=NSC(=N1)C1=NN=C2N1CCN([C@@H]2C)C(=O)C2=CC=C(C=C2)C=2SC=CC2 (R)-(3-(3-cyclopropyl-1,2,4-thiadiazol-5-yl)-8-methyl-5,6-dihydro-[1,2,4]triazolo[4,3-a]pyrazin-7(8H)-yl)(4-(thiophen-2-yl)phenyl)methanone